1-(6-Fluoro-3-(4-(cyclopentylcarbonyl)piperazine-1-carbonyl)benzyl)quinazoline-2,4(1H,3H)-dione FC1=CC=C(C=C1CN1C(NC(C2=CC=CC=C12)=O)=O)C(=O)N1CCN(CC1)C(=O)C1CCCC1